tert-butyl (1-(3-bromophenyl)piperidin-4-yl)carbamate BrC=1C=C(C=CC1)N1CCC(CC1)NC(OC(C)(C)C)=O